COC=1SC(=C(C1CCN)CC)OC 2,5-dimethoxy-4-ethylthienylethylamine